C(C=C)[Fe] allyl-iron